FC1(CCN(CC1)C1=NC(=CC(=N1)N1N=CC(=C1)C1=C(C=C(C=C1)NS(=O)(=O)CCO)N1CCC2(CC2)CC1)C)F N-(4-(1-(2-(4,4-difluoropiperidin-1-yl)-6-methylpyrimidin-4-yl)-1H-pyrazol-4-yl)-3-(6-azaspiro[2.5]oct-6-yl)phenyl)-2-hydroxyethane-1-sulfonamide